Br[P+](N1CCCC1)(N1CCCC1)N1CCCC1 bromo-trispyrrolidinyl-phosphonium